C(C=C)(=O)OC(CCCCC)(O)O hexanetriol acrylate